FC=1C=C(C=CC1C)C(C(=O)O)CC=1N(C=2C(=C3CC[C@@H](N(C3=CC2)C(=O)OC)C)N1)C1COCCC1 (7S)-2-(3-fluoro-4-methylphenyl)-3-(6-(methoxycarbonyl)-7-methyl-3-(tetrahydro-2H-pyran-3-yl)-6,7,8,9-tetrahydro-3H-imidazo[4,5-f]quinolin-2-yl)propanoic acid